3-{[(5-Fluoropyridin-2-yl)oxy]methyl}-4-methyl-2-(2-methyl-5-phenyl-1,3-thiazol-4-carbonyl)-2-azabicyclo[3.1.1]heptan FC=1C=CC(=NC1)OCC1N(C2CC(C1C)C2)C(=O)C=2N=C(SC2C2=CC=CC=C2)C